1-(4-methoxyphenyl)-2-(trifluoromethyl)-3H-cyclopenta[c]quinolin-3-one COC1=CC=C(C=C1)C1=C(C(C=2C=NC=3C=CC=CC3C21)=O)C(F)(F)F